tert-Butyl 3-(4-((R)-2-hydroxypropoxy)-7-(thiazol-2-yl)benzo[d]oxazol-2-yl)-3,6-diazabicyclo[3.1.1]heptane-6-carboxylate O[C@@H](COC1=CC=C(C2=C1N=C(O2)N2CC1N(C(C2)C1)C(=O)OC(C)(C)C)C=1SC=CN1)C